COC=1C=C2N=CC=3N(C(N4C(COC(=C2C34)C1C=1C=NC(=CC1)OCCCN1CCCCC1)(C)C)=O)C 6-Methoxy-2,10,10-trimethyl-7-(6-(3-(piperidin-1-yl)propoxy)pyridin-3-yl)-9,10-Dihydro-8-oxa-2,4,10a-triazanaphtho[2,1,8-cde]azulene-1(2H)-one